C1(CCCCC1)NC(NC1=CC=C(C=C1)C=1C2=C(N=C(N1)NC(=O)C1CC1)NC=C2)=S N-(4-(4-(3-cyclohexylthioureido)phenyl)-7H-pyrrolo[2,3-d]pyrimidin-2-yl)cyclopropylcarboxamide